C(=C)C=1C=C(C[Si](Cl)(C)CC2=CC(=CC=C2)C=C)C=CC1 bis(3-vinyl-benzyl)methylchlorosilane